2-chloro-6-((2S,5R)-4-(1-(4-chlorophenyl)-3-methylbutyl)-2,5-dimethylpiperazin-1-yl)-5-nitro-N-(((S)-tetrahydrofuran-2-yl)methyl)pyrimidin-4-amine ClC1=NC(=C(C(=N1)NC[C@H]1OCCC1)[N+](=O)[O-])N1[C@H](CN([C@@H](C1)C)C(CC(C)C)C1=CC=C(C=C1)Cl)C